C(C1=CC=CC=C1)SC1=CC(=C2C(=CC(=NC2=C1)O)C)Br 7-(benzylthio)-5-bromo-4-methylquinolin-2-ol